FC1=CC(=CC2=C1NN=N2)C2=NC=CN=C2OC2=CC=C(C=C2)C(F)(F)F 7-Fluoro-5-(3-(4-(trifluoromethyl)phenoxy)pyrazin-2-yl)-1H-benzo[d][1,2,3]triazole